OC1=CC=CC=2OC(OC21)(C)C 4-hydroxy-2,2-dimethyl-1,3-benzodioxole